C1(CCC1)C=1C(=NN(C1C1=CC=C(C=C1)F)C)NC(=O)C1CC2(C1)CC(C2)(F)F N-(4-cyclobutyl-5-(4-fluorophenyl)-1-methyl-1H-pyrazol-3-yl)-6,6-difluorospiro[3.3]heptane-2-carboxamide